1-(2-hydroxyethyl)amino-3,4-methylenedioxybenzene OCCNC1=CC2=C(C=C1)OCO2